C(#N)C=1C=C(C=CC1)NS(=O)(=O)C1=CC(=C(C2=CC=CC=C12)O)C(=O)O 4-(N-(3-cyanophenyl)sulfamoyl)-1-hydroxy-2-naphthoic acid